ClCC1=NN=CC2=CC=CC=C12 4-(chloromethyl)phthalazin